((2-amino-5-bromopyridin-3-yl)amino)-2-hydroxy-2-methylpropanoic acid NC1=NC=C(C=C1NCC(C(=O)O)(C)O)Br